C[C@@H]1N(CCCC1)C1=NC(=NC=C1)C1=CN=C2N1C=C(N=C2)C(F)(F)F (S)-3-(4-(2-methylpiperidin-1-yl)pyrimidin-2-yl)-6-(trifluoromethyl)imidazo[1,2-a]pyrazine